6-[4-cyclopropylsulfonyl-2-(trifluoromethyl)piperazin-1-yl]-4-[(3R)-3-methylmorpholin-4-yl]-1H-pyridin-2-one C1(CC1)S(=O)(=O)N1CC(N(CC1)C1=CC(=CC(N1)=O)N1[C@@H](COCC1)C)C(F)(F)F